(M)-4-(4-cyano-1-methyl-1H-pyrazol-5-yl)-7,7-dimethyl-2-(2-(2-propenoyl)-2,6-diazaspiro[3.4]octan-6-yl)-5,7-dihydrofuro[3,4-b]pyridine-3-carbonitrile C(#N)C=1C=NN(C1C1=C2C(=NC(=C1C#N)N1CC3(CN(C3)C(C=C)=O)CC1)C(OC2)(C)C)C